5-ISOCYANO-1H-INDAZOLE [N+](#[C-])C=1C=C2C=NNC2=CC1